FC(C=1C=CC=C2C=CC(=NC12)N)(F)F 8-(trifluoromethyl)quinolin-2-amine